[C].CCCC n-butane carbon